BrC1=C(C=C(NC(C)=O)C=C1)F 4'-bromo-3'-fluoroacetanilide